Ethyl 5-((1R,5S)-1-(2,5-difluorophenyl)-2-azabicyclo[3.1.0]-Hexane-2-yl)-pyrazolo[1,5-a]Pyrimidine-3-carboxylate FC1=C(C=C(C=C1)F)[C@@]12N(CC[C@H]2C1)C1=NC=2N(C=C1)N=CC2C(=O)OCC